methyl 6-[[5-[3-[3-[2-[2-[2-[2-(tert-butoxycarbonylamino)ethoxy]ethoxy]ethoxy]ethoxy]propanoylamino]propylcarbamoyl]-1-naphthyl]oxy]pyridine-3-carboxylate C(C)(C)(C)OC(=O)NCCOCCOCCOCCOCCC(=O)NCCCNC(=O)C1=C2C=CC=C(C2=CC=C1)OC1=CC=C(C=N1)C(=O)OC